CC1([C@H](N(CS1)C(=O)OC(C)(C)C)C(=O)OCC1=CC=CC=C1)C 4-benzyl 3-(tert-butyl) (R)-5,5-dimethylthiazolidine-3,4-dicarboxylate